(4-bromobutoxy)-3,4-dihydro-2(1H)-quinolinone BrCCCCON1C(CCC2=CC=CC=C12)=O